N-(5-(3-chloroisoquinolin-6-yl)thiazol-2-yl)-2,2-dimethyltetrahydro-2H-pyran-4-carboxamide ClC=1N=CC2=CC=C(C=C2C1)C1=CN=C(S1)NC(=O)C1CC(OCC1)(C)C